FC1=C(C(=CC=C1)F)CN1C(N(N=C1)C1=CC=C(C=C1)OC1=C(N=C(S1)C=1CNCC1)C)=O 4-[(2,6-difluorophenyl)methyl]-2-[4-[2-(2,5-dihydro-1H-pyrrol-3-yl)-4-methyl-thiazol-5-yl]oxyphenyl]-1,2,4-triazol-3-one